CC1=NC2=C(N1C1=CC=CC=C1)C=CC(=C2)C2=CC=C(C=C2)NC(=O)NCCCN2CCOCC2 (4-(2-methyl-1-phenyl-1H-benzimidazol-5-yl)phenyl)-3-(3-morpholinopropyl)urea